bis-(2,4,6-trimethylbenzoyl)-phosphinic acid CC1=C(C(=O)P(O)(=O)C(C2=C(C=C(C=C2C)C)C)=O)C(=CC(=C1)C)C